O=C(CC[C@H]1NC(OC1)=O)N1CC2(CN(C2)S(=O)(=O)C2=C(C=CC=C2)OC(F)(F)F)C1 (4R)-4-[3-Oxo-3-[2-[2-(trifluoromethoxy)phenyl]sulfonyl-2,6-diazaspiro[3.3]heptan-6-yl]propyl]oxazolidin-2-one